(1-(3-aminocyclohexyl)-5-ethoxy-4-(1-methyl-1H-indazol-5-yl)-1H-pyrazol-3-yl)-2-fluorobenzonitrile NC1CC(CCC1)N1N=C(C(=C1OCC)C=1C=C2C=NN(C2=CC1)C)C=1C(=C(C#N)C=CC1)F